[rac-(5S,7S)-7-fluoro-5-phenyl-6,7-dihydro-5H-pyrrolo[1,2-b][1,2,4]triazol-2-yl]-[rac-(3R)-3-methyltetrahydrofuran-3-yl]methanone F[C@H]1C[C@H](N2N=C(N=C21)C(=O)[C@]2(COCC2)C)C2=CC=CC=C2 |r|